[Cl-].ClC1=CC(=NC=N1)N1N=CN=C1[C@H](C)[NH3+] [(1S)-1-[2-(6-chloropyrimidin-4-yl)-1,2,4-triazol-3-yl]ethyl]ammonium chloride